CN(C1=CC=C(C=C1)C1=NN=C(O1)N)C 5-[4-(dimethylamino)phenyl]-1,3,4-oxadiazole-2-amine